FC1=CC=C(C=C1)NC=1C=C(C=CC1[C@@H](CC)N1CCOCC1)[C@H](CC(=O)O)COC (S)-3-(3-((4-fluorophenyl)amino)-4-((R)-1-morpholinopropyl)phenyl)-4-methoxybutanoic acid